ClC1=C(C=C(C=C1)N=C=S)F 1-chloro-2-fluoro-4-isothiocyanatobenzene